COC=1C=C2C(=NC=NC2=CC1OC)C1=CC=C(C=C1)C1N(CCC1)S(=O)(=O)N 2-(4-(6,7-dimethoxyquinazolin-4-yl)phenyl)pyrrolidine-1-sulfonamide